2-[2-(6-(4-Fluorophenyl)imidazo[2,1-b]thiazol-3-yl)acetyl]-N-allylhydrazine FC1=CC=C(C=C1)C=1N=C2SC=C(N2C1)CC(=O)NNCC=C